(4-(2-(cis-3-(trifluoromethoxy)cyclobutanecarbonyl)hydrazinecarbonyl)bicyclo[2.2.2]oct-1-yl)carbamic acid tert-butyl ester C(C)(C)(C)OC(NC12CCC(CC1)(CC2)C(=O)NNC(=O)[C@@H]2C[C@@H](C2)OC(F)(F)F)=O